BrC1=CC=C(C=C1)C(C(=O)OC(C)(C)C)=C tert-Butyl 2-(4-bromophenyl)prop-2-enoate